N-(4-(4-amino-3-(4-phenoxyphenyl)-1H-pyrazolo[3,4-d]pyrimidin-1-yl)cyclohexyl)methylsulfonamide NC1=C2C(=NC=N1)N(N=C2C2=CC=C(C=C2)OC2=CC=CC=C2)C2CCC(CC2)CNS(=O)=O